di(3,7-dimethyloctyl)dithiophosphoric acid CC(CCOP(S)(OCCC(CCCC(C)C)C)=S)CCCC(C)C